3-nitropyridine-2,4-diamine [N+](=O)([O-])C=1C(=NC=CC1N)N